4-(2,2-dimethyl-4-(2-propenoyl)-1-piperazinyl)-6-fluoro-7-(2-fluoro-6-hydroxyphenyl)-1-(2-methyl-6-(2-propanyl)phenyl)pyrido[2,3-d]pyrimidin-2(1H)-one CC1(N(CCN(C1)C(C=C)=O)C=1C2=C(N(C(N1)=O)C1=C(C=CC=C1C(C)C)C)N=C(C(=C2)F)C2=C(C=CC=C2O)F)C